ClC=1C=C(NC2(CCC3([C@H](CC4=CC=C(C=C34)F)C[C@H](COC3=C4C(=NC=C3)C=CS4)C)CC2)C(=O)O)C=CC1 (1r,2'S,4S)-4-(3-chloroanilino)-6'-fluoro-2'-{(2R)-2-methyl-3-[(thieno[3,2-b]pyridin-7-yl)oxy]propyl}-2',3'-dihydrospiro[cyclohexane-1,1'-indene]-4-carboxylic acid